C[C@@H]1[C@@H]([C@@H]([C@H]([C@H](O1)OCCCN)NC(=O)C)O[C@H]2[C@H]([C@@H]([C@@H]([C@@H](O2)C)O)O[C@H]3[C@H]([C@H]([C@@H]([C@H](O3)C(=O)O)OC(=O)C)O)NC(=O)C)NC(=O)C)O The molecule is a linear trisaccharide derivative consisting of 2-acetamido-4-O-acetyl-2-deoxy-beta-D-mannuronic acid, N-acetyl-alpha-L-fucosamine and N-acetyl-alpha-D-fucosamine residues all linked sequentially (1->3) with the N-acetylfucosamine residue linked glycosidically to a 3-aminopropyl group. A synthetic conjugation-ready CP8 trisaccharide bearing an amine linker, which effectively serves for immunological evaluation in Staphylococcus aureus vaccine development. It is a trisaccharide derivative and a glycoside.